(3R,4R)-4-{[5-(2,4-difluoro-phenyl)-isoxazole-3-carbonyl]-amino}-1-((1S,2S)-2-hydroxy-cyclohexyl)-piperidine-3-carboxylic acid ((1R)-1-pyridin-2-yl-ethyl)-amide N1=C(C=CC=C1)[C@@H](C)NC(=O)[C@@H]1CN(CC[C@H]1NC(=O)C1=NOC(=C1)C1=C(C=C(C=C1)F)F)[C@@H]1[C@H](CCCC1)O